1-(2-{[4-(4-methylpiperazin-1-yl)phenyl]amino}-5-[2-(triisopropylsilyl)ethynyl]pyrido[2,3-d]pyrimidin-7-yl)-3-(oxolan-2-ylmethyl)urea CN1CCN(CC1)C1=CC=C(C=C1)NC=1N=CC2=C(N1)N=C(C=C2C#C[Si](C(C)C)(C(C)C)C(C)C)NC(=O)NCC2OCCC2